C1(CC1)N(C=1N=CC(=NC1)C1=CC(=C(C#N)C=C1O)F)[C@@H]1[C@@H]([C@H]2CC[C@@H](C1)N2)F 4-(5-{cyclopropyl[(1R,2R,3S,5S)-2-fluoro-8-azabicyclo[3.2.1]octan-3-yl]amino}pyrazin-2-yl)-2-fluoro-5-hydroxybenzonitrile